tert-Butyl 3-amino-6-chloro-pyridine-2-carboxylate NC=1C(=NC(=CC1)Cl)C(=O)OC(C)(C)C